C(C)(C)(C)OC(=O)N1C(CNCC1)C1=C(C=CC=C1)Br (2-bromophenyl)piperazine-1-carboxylic acid tert-butyl ester